C(#N)C=1C(=NN(C1NC1=CC=C(C=N1)C(=O)OC)COCC[Si](C)(C)C)C1=CC=C(C=C1)NS(=O)(=O)C(F)F methyl 6-({4-cyano-3-[4-(difluoromethanesulfonamido)phenyl]-1-{[2-(trimethylsilyl)ethoxy]methyl}-1H-pyrazol-5-yl}amino)pyridine-3-carboxylate